CC1(OCC(O1)C)C(=O)O 2,4-dimethyl-1,3-dioxolane-2-carboxylic acid